(S)-1-(2-Chlorobenzoyl)-N-((S)-1-cyano-2-((S)-2-oxopyrrolidin-3-yl)ethyl)-3,3-dimethyl-1,3-azasilolidine-5-carboxamide ClC1=C(C(=O)N2C[Si](C[C@@H]2C(=O)N[C@@H](C[C@H]2C(NCC2)=O)C#N)(C)C)C=CC=C1